sodium 2,4-dimethoxy-6-pentylbenzenesulfinate COC1=C(C(=CC(=C1)OC)CCCCC)S(=O)[O-].[Na+]